N1CCS(CC1)C[C@@H]1C[C@H](NC1)CONC(=O)[C@H]1N2C(N([C@H](CC1)C2)OS(=O)(=O)O)=O (2S,5R)-N-{[(2S,4R)-4-(Thiomorpholin-1-ylmethyl)-pyrrolidin-2-yl]methyloxy}-7-oxo-6-(sulfooxy)-1,6-diazabicyclo[3.2.1]octane-2-carboxamide